5-(6-(6-((6-methoxypyridin-3-yl)methyl)-3,6-diazabicyclo[3.1.1]heptan-3-yl)pyridin-3-yl)-7-(4,4,4-trifluoro-3-hydroxybutoxy)imidazo[1,2-a]pyridine-3-carbonitrile COC1=CC=C(C=N1)CN1C2CN(CC1C2)C2=CC=C(C=N2)C2=CC(=CC=1N2C(=CN1)C#N)OCCC(C(F)(F)F)O